6-methoxy-N-(6-methoxypyridin-2-yl)-2-((1-methyl-2-oxabicyclo[2.1.1]hexan-4-yl)methyl)-2H-indazole-5-carboxamide COC=1C(=CC2=CN(N=C2C1)CC12COC(C1)(C2)C)C(=O)NC2=NC(=CC=C2)OC